1-(4-(2-benzothiazolyl)-phenyl)-3-(2-bromo-6-fluorophenyl)-2-propen-1-one S1C(=NC2=C1C=CC=C2)C2=CC=C(C=C2)C(C=CC2=C(C=CC=C2F)Br)=O